C1(=CC=CC=C1)C=1N=C2N(C=CC(=C2)C2=CC=CC=C2)C1NC1=CC=C(C(=O)O)C=C1 4-((2,7-Diphenylimidazo[1,2-a]pyridin-3-yl)amino)benzoic acid